6-bromo-7-methoxyimidazo[1,2-a]pyridine-2-carboxylic acid BrC=1C(=CC=2N(C1)C=C(N2)C(=O)O)OC